N1=CC(=CC=C1)N1CCN(C2=CC=CC=C12)CCCN1CCCC1 1-(4-(pyridin-3-yl)-3,4-dihydroquinoxalin-1(2H)-yl)-3-(pyrrolidin-1-yl)propan